dimethyl-(2-methacryloyloxyethyl)(2-sulfonatoethyl)aminium C[N+](CCS(=O)(=O)[O-])(CCOC(C(=C)C)=O)C